4-[(3S)-3-amino-3-methylpyrrolidin-1-yl]-N-[(1S)-1-cyclopropylethyl]-5-[3-fluoro-5-(trifluoromethyl)phenyl]-6-methoxypyridine-3-carboxamide N[C@@]1(CN(CC1)C1=C(C=NC(=C1C1=CC(=CC(=C1)C(F)(F)F)F)OC)C(=O)N[C@@H](C)C1CC1)C